[N+](=O)([O-])C1=C(C=CC(=C1)OC)S(=O)N 2-nitro-4-methoxybenzenesulfinamide